3-iodo-1-(tetrahydro-2H-pyran-2-yl)-1H-pyrazolo[3,4-b]pyrazin IC1=NN(C2=NC=CN=C21)C2OCCCC2